phosphate copper salt [Cu+2].P(=O)([O-])([O-])[O-].P(=O)([O-])([O-])[O-].[Cu+2].[Cu+2]